BrC1=CC(=C(OC2=NC=C(C(=C2)C(=O)OC)OC)C(=C1)Cl)Cl methyl 2-(4-bromo-2,6-dichloro-phenoxy)-5-methoxy-pyridine-4-carboxylate